ClC=1C=CC2=C([C@@H](C[C@@H](O2)C(=O)NC23CC(C2)(C3)N3N=CC(=C3)CC3CC(C3)OC(F)(F)F)O)C1 (2R,4R)-6-chloro-4-hydroxy-N-[3-(4-{[(1s,3R)-3-(trifluoromethoxy)cyclobutyl]methyl}-1H-pyrazol-1-yl)bicyclo[1.1.1]pentan-1-yl]-3,4-dihydro-2H-1-benzopyran-2-carboxamide